BrC=1C(=CC(=NC1)OC(F)F)CO (5-bromo-2-(difluoromethoxy)pyridin-4-yl)methanol